CC(C)CCC[C@@H](C)[C@H]1CC[C@H]2[C@@H]3CC=C4C[C@H](CC[C@]4(C)[C@H]3CC[C@]12C)O 5-cholestene-3beta-OL